NC(C[C@@H](C1=CC(=CC=C1)Cl)NC(OC(C)(C)C)=O)=O tert-butyl (S)-(3-amino-1-(3-chlorophenyl)-3-oxopropyl)carbamate